2-(5-(3-((2-chloro-5-(1-(difluoromethyl)-1H-pyrazol-3-yl)pyridin-4-yl)amino)-3-methylbutoxy)-1-methyl-1H-pyrazol-4-yl)pyrimidin-4-amine ClC1=NC=C(C(=C1)NC(CCOC1=C(C=NN1C)C1=NC=CC(=N1)N)(C)C)C1=NN(C=C1)C(F)F